C1(CC1)[C@@H]1C[C@@](CCC1)(C(=O)OC)NC(C1=NC=CC=C1)=O methyl trans-3-cyclopropyl-1-(picolinamido)cyclohexane-1-carboxylate